1-(Cyclobutylmethyl)-4-oxo-6-(2-oxopiperazin-1-yl)-1,4-dihydro-quinoline-3-carboxylic acid ethyl ester C(C)OC(=O)C1=CN(C2=CC=C(C=C2C1=O)N1C(CNCC1)=O)CC1CCC1